4-((4-([1,2,4]triazolo[4,3-c]pyrimidin-7-yloxy)-3-methylphenyl)amino)-7-methoxyquinazolin-6-ol N=1N=CN2C=NC(=CC21)OC2=C(C=C(C=C2)NC2=NC=NC1=CC(=C(C=C21)O)OC)C